C(#N)C(COC1=C(C=C2C(=N1)N(C=C2)COCC[Si](C)(C)C)C2=C(C=CC(=C2)C)S(=O)(=O)N)(C)CO [6-[2-cyano-2-(hydroxymethyl)-2-methylethoxy]-1-[[2-(trimethylsilyl)ethoxy]methyl]pyrrolo[2,3-b]pyridin-5-yl]-4-methylbenzenesulfonamide